4-t-butoxycarbonyl-2'-deoxy-2',2'-difluorocytidine C(C)(C)(C)OC(=O)C1(NC(N([C@H]2C([C@H](O)[C@@H](CO)O2)(F)F)C=C1)=O)N